2-chloro-4-[[4-[[(1S)-2-hydroxy-1-phenyl-ethyl]amino]-5-(5-methyl-1,3,4-oxadiazol-2-yl)pyrimidin-2-yl]amino]benzamide ClC1=C(C(=O)N)C=CC(=C1)NC1=NC=C(C(=N1)N[C@H](CO)C1=CC=CC=C1)C=1OC(=NN1)C